C(C1=CC=CC=C1)OC1COCCC1CNS(=O)(=O)C1=CC=C(C=C1)C N-{[3-(benzyloxy)oxan-4-yl]methyl}-4-methylbenzenesulfonamide